C(C)(C)(C)OC(=O)N1CC(CCC1)\C=C\OC 3-[(E)-2-Methoxyvinyl]piperidine-1-carboxylic acid tert-butyl ester